(2S)-5-(6-Chloropyridin-3-yl)-2-[(2-methylpropan-2-yl)oxycarbonylamino]-5-oxopentanoic acid ethyl ester C(C)OC([C@H](CCC(=O)C=1C=NC(=CC1)Cl)NC(=O)OC(C)(C)C)=O